NCC1(CC(CC(C1)(C)C)\N=C(/O)\C=1C=C(C(=O)O)C=CC1)C 3-[(Z)-N-[3-(amino-methyl)-3,5,5-trimethylcyclohexyl]-C-hydroxycarbonimidoyl]benzoic acid